1,4-dibutyl-3-ethyl-imidazolium chloride [Cl-].C(CCC)N1C=[N+](C(=C1)CCCC)CC